FC=1C=C(COC=2C=C3N(C(N2)=O)C[C@@]24N3C[C@@H](N(C2)C)C4)C=CC1OC1=CC(=NC=C1)C(F)(F)F (3S,11aS)-7-((3-Fluoro-4-((2-(trifluoromethyl)pyridin-4-yl)oxy)benzyl)oxy)-2-methyl-1,2,3,4-tetrahydro-9H,11H-3,11a-methanopyrazino[1',2':3,4]imidazo[1,2-c]pyrimidin-9-one